(rac)-1-methyl-4-{4-[5-(2-methylphenyl)-1,3,4-oxadiazol-2-yl]piperidin-1-yl}-7-{[oxan-3-yl]oxy}-2-oxo-1,2-dihydroquinoline-3-carbonitrile CN1C(C(=C(C2=CC=C(C=C12)O[C@H]1COCCC1)N1CCC(CC1)C=1OC(=NN1)C1=C(C=CC=C1)C)C#N)=O |r|